NC1=CC=C(C=C1)C1=CC(=CC=C1)N 4,3'-diaminobiphenyl